ClC1=C(C(N(N=C1[N+](=O)[O-])C1=CC2=CN(N=C2C=C1)C)=O)C1=CC=C(C=C1)OC(F)F 5-chloro-4-(4-(difluoromethoxy)phenyl)-2-(2-methyl-2H-indazol-5-yl)-6-nitropyridazin-3(2H)-one